tert-butyl (S)-4-(6-fluoro-1-((1-(3-fluoro-5-methoxyphenyl)-2-hydroxyethyl)carbamoyl)indolin-5-yl)-1H-pyrazole-1-carboxylate FC1=C(C=C2CCN(C2=C1)C(N[C@H](CO)C1=CC(=CC(=C1)OC)F)=O)C=1C=NN(C1)C(=O)OC(C)(C)C